[Ni].[Cu].[Mg] magnesium copper-nickel